ClC=1C=C(C=C(C1)C(F)(F)F)C1(CC(=NO1)C1=CC=C(C2=CC=CC=C12)C=O)C(F)(F)F 4-{5-[3-chloro-5-(trifluoromethyl)phenyl]-5-trifluoromethyl-4,5-dihydroisoxazol-3-yl}naphthalene-1-formaldehyde